C(C)N1N=C(C=C1C(=O)O)C 1-ethyl-3-methyl-1H-pyrazol-5-carboxylic acid